2-((2-((3r,5r,7r)-adamantan-1-yl)acetoxy)methyl)-4-((4-(pyrrolidin-1-yl)butanoyl)oxy)butyl (9Z,12Z)-octadeca-9,12-dienoate C(CCCCCCC\C=C/C\C=C/CCCCC)(=O)OCC(CCOC(CCCN1CCCC1)=O)COC(CC12CC3CC(CC(C1)C3)C2)=O